C(#N)[C@H]1N(CC(C1)(F)F)C(CNC(C1=C(C=NC=C1)C#CC1=CC=C(C=C1)OC)=O)=O (S)-N-(2-(2-cyano-4,4-difluoropyrrolidin-1-yl)-2-oxoethyl)-3-((4-methoxyphenyl)ethynyl)isonicotinamide